SC1COCCC1S 3,4-dimercapto-tetrahydropyran